S(=O)(=O)(O)N[C@@H](CC(C)C)[C@@H](O)CC(O)=O sulfostatine